[Si](C1=CC=CC=C1)(C1=CC=CC=C1)(C(C)(C)C)OC[C@@]1(CNCCC1)NC(=O)C=1N(C2=CC=C(C(=C2C1)Cl)Cl)C |r| (±)-N-(3-(((Tert-butyldiphenylsilyl)oxy)methyl)piperidin-3-yl)-4,5-dichloro-1-methyl-1H-indole-2-carboxamide